((1S,2r)-2-methoxycyclopentyl)quinoline-6-carbaldehyde CO[C@H]1[C@@H](CCC1)C1=NC2=CC=C(C=C2C=C1)C=O